COC=1C(=NC(=CN1)C(F)(F)F)C#N 3-methoxy-6-(trifluoromethyl)pyrazine-2-carbonitrile